2-(2-bromo-5-chlorophenyl)acetyl chloride BrC1=C(C=C(C=C1)Cl)CC(=O)Cl